C[NH+](C)[O-] N,N-dimethylamin-oxid